C(C1=CC=CC=C1)OC=1C(=NC=C(C(=O)[O-])C1)[N+](=O)[O-] 5-(benzyloxy)-6-nitronicotinate